ethyldi-3,5-xylylphosphine C(C)P(C1=CC(=CC(=C1)C)C)C1=CC(=CC(=C1)C)C